C(=O)[C@@H]1N(CCOC1)C(=O)OC(C)(C)C tert-butyl (3R)-3-formylmorpholine-4-carboxylate